FC=1C=C(C=CC1F)C1(CC1)NCC(=O)N1CC2CCC(C1)N2C2=NC=C(C#N)C=C2 6-(3-((1-(3,4-difluorophenyl)cyclopropyl)glycyl)-3,8-diazabicyclo[3.2.1]octan-8-yl)nicotinonitrile